ClC=1C=2N(C=CC1I)C=C(N2)C(=O)O 8-chloro-7-iodoimidazo[1,2-a]pyridine-2-carboxylic acid